5-(5-Methyl-3-(trifluoromethyl)-1H-pyrazol-1-yl)picolinic acid methyl ester COC(C1=NC=C(C=C1)N1N=C(C=C1C)C(F)(F)F)=O